COC=1C(=CC2=C(N=C(S2)NC(=O)CC2=CC=C(C(=O)O)C=C2)C1)OC 4-{[N-(5,6-dimethoxybenzothiazol-2-yl)carbamoyl]methyl}benzoic acid